P(=O)(OCC(COC(CCCCCCCCCCCCCCC)=O)OC(CCCCCCCCCCCCCCC)=O)(OCCNC(C(C1=CC=CC=C1)Br)=O)[O-] 2,3-bis(palmitoyloxy)propyl (2-(2-bromo-2-phenylacetamido)ethyl) phosphate